C(#C)C(C)(C)O 2-ethynyl-2-hydroxypropane